C(C)(C)C=1C=C2C(=C(/C(/C2=CC1)=C/C1=CC(=CC=C1)OC1=CC=CC=C1)C)CC(=O)O (Z)-2-(5-isopropyl-2-methyl-1-(3-phenoxybenzylidene)-1H-inden-3-yl)acetic acid